1-(1-benzyl-1H-indol-3-yl)ethan-1-one-O-methyloxime CON=C(C)C1=CN(C2=CC=CC=C12)CC1=CC=CC=C1